(3R,4R,5R,6R)-4,5-bis(benzyloxy)-6-((benzyloxy)methyl)-N,N-dimethyltetrahydro-2H-pyran-3-carboxamide C(C1=CC=CC=C1)O[C@@H]1[C@@H](CO[C@@H]([C@@H]1OCC1=CC=CC=C1)COCC1=CC=CC=C1)C(=O)N(C)C